N-(6-amino-5-ethylpyridin-3-yl)-2-((2R,5S)-5-methyl-2-(1'-methylspiro[benzo[d][1,3]dioxole-2,4'-piperidin]-5-yl)piperidin-1-yl)-2-oxoacetamide NC1=C(C=C(C=N1)NC(C(=O)N1[C@H](CC[C@@H](C1)C)C1=CC2=C(OC3(CCN(CC3)C)O2)C=C1)=O)CC